N1(CC1)C1=C(C(=C(C=C1CCCCC)O)CC=C(CCC=C(C)C)C)O 4-(aziridin-1-yl)-2-(3,7-dimethylocta-2,6-dien-1-yl)-5-pentylbenzene-1,3-diol